C(C1=CC=CC=C1)O[C@@H]1[C@@H](CO[C@@H]([C@@H]1OCC1=CC=CC=C1)COCC1=CC=CC=C1)NC(C)=O N-((3R,4R,5R,6R)-4,5-bis(benzyloxy)-6-((benzyloxy)methyl)tetrahydro-2H-pyran-3-yl)acetamide